2-(3-(4-(7-(2-(3-benzoylphenyl)propanoyl)-7H-pyrrolo[2,3-d]pyrimidin-4-yl)-1H-pyrazol-1-yl)-1-(ethylsulfonyl)azetidin-3-yl)acetonitrile C(C1=CC=CC=C1)(=O)C=1C=C(C=CC1)C(C(=O)N1C=CC2=C1N=CN=C2C=2C=NN(C2)C2(CN(C2)S(=O)(=O)CC)CC#N)C